C(C)OC(=O)[C@@H]1CN(CCC1)C(C(CC1=CC=C2C(=CC(OC2=C1)=O)C1=C(C=CC=C1)C)C)=O.C(C)(=O)C=1C(OC=CC1)=O acetyl-pyranone ethyl-(3S)-1-(2-methyl-3-(2-oxo-4-(o-tolyl)-2H-chromen-7-yl)propanoyl)piperidine-3-carboxylate